FC=1C=C(C=CC1F)C(=O)C=1SC=CC1 (3,4-difluorophenyl)(thiophen-2-yl)methanone